C(CCCCCCC)(=O)OC(COC(CO)=O)CO Glycerol glycolate caprylate